FC(C(=O)O)(F)F.COC1CN(CC1)C1=CC=C(C=CC2=NNC3=CC(=CC=C23)C=C2C(NCC2C2=CC=CC=C2)=O)C=C1 3-(3-(4-(3-methoxypyrrolidin-1-yl)styryl)-1H-indazol-6-ylmethylene)-4-phenylpyrrolidin-2-one trifluoroacetate